[2-(3-Ethylsulfonyl-5-pyrimidin-2-yl-2-pyridyl)-1,3-benzoxazol-5-yl]iminooxo(trifluoromethyl)-λ6-sulfan C(C)S(=O)(=O)C=1C(=NC=C(C1)C1=NC=CC=N1)C=1OC2=C(N1)C=C(C=C2)N=S(C(F)(F)F)=O